COC=1C=C2C(=CC=NC2=CC1OC)OC1=C(C=C(C=C1)N)F 4-((6,7-dimethoxyquinolin-4-yl)oxy)-3-fluorophenylamine